C1(=CC=CC=C1)C=1C=C(SC1)C(CC)C1CCCCC1 1-(4-phenylthiophenyl)-(3-cyclohexyl)-propane